FC1=C(CN(C(=O)NCC2=CC=C(C=C2)OCC(F)(F)F)CC2CCN(CC2)C)C=CC(=C1)F 1-(2,4-difluorobenzyl)-1-((1-methylpiperidin-4-yl)methyl)-3-(4-(2,2,2-trifluoroethoxy)benzyl)urea